FC=1C=C(C=CC1F)C=1C=NC(=C(C(=O)NC2=CC(=CC=C2)[S@@](=O)(=N)C)C1C)OC=1C(=NC(=CC1)F)C (R)-5-(3,4-difluorophenyl)-2-((6-fluoro-2-methylpyridin-3-yl)oxy)-4-methyl-N-(3-(S-methylsulfonimidoyl)phenyl)nicotinamide